hydroxyethyl-methyl-ammonium OCC[NH2+]C